(6-((2-chloropyrimidin-4-yl)amino)quinoxalin-5-yl)dimethylphosphine oxide ClC1=NC=CC(=N1)NC=1C(=C2N=CC=NC2=CC1)P(C)(C)=O